6-Chloro-2-(1-(2,5-difluorophenyl)-4-(trimethylsilyl)but-3-yn-1-yl)-4-fluoroisoindoline ClC1=CC(=C2CN(CC2=C1)C(CC#C[Si](C)(C)C)C1=C(C=CC(=C1)F)F)F